FC=1C(=NC(=NC1)N[C@@H]1CC[C@H](CC1)C(=O)N)C1=CC=CC(=N1)N1C(C=CC=C1)=O trans-4-((5-fluoro-4-(2-oxo-2H-[1,2'-bipyridin]-6'-yl)pyrimidin-2-yl)amino)cyclohexane-1-carboxamide